BrC1=CC=C(C=C1)N(C1=NC=C(N=C1)Cl)C1CC1 N-(4-bromophenyl)-5-chloro-N-cyclopropyl-pyrazin-2-amine